Br[C@H]1[C@@H](C(C1(F)F)(F)F)Br trans-1,2-dibromo-3,3,4,4-tetrafluorocyclobutane